CC1=CC=CC=C1.[Li] lithium (toluene)